(1R,3S,5s,7s)-2-(5-chloropyrazin-2-yl)-N-(6-methoxypyridin-3-yl)-2-azaadamantan-5-Carboxamide ClC=1N=CC(=NC1)N1[C@@H]2CC3CC(C[C@@H]1C3)(C2)C(=O)NC=2C=NC(=CC2)OC